4-(2-(triethoxysilyl)ethyl)Pyridine C(C)O[Si](CCC1=CC=NC=C1)(OCC)OCC